BrC1=NC(=NN1C)C[C@@H](C(=O)O)NC(=O)OC(C)(C)C (2S)-3-(5-bromo-1-methyl-1,2,4-triazol-3-yl)-2-[(tert-butoxycarbonyl)amino]propanoic acid